FC1=C(C=CC=C1)C#CC1=CC=C(C(=O)NCC2(CCCCC2)CCC(=O)O)C=C1 3-(1-((4-((2-fluorophenyl)ethynyl)benzoylamino)methyl)cyclohexyl)propanoic acid